1-(6,7-dihydro-5H-benzo[2,3]thiepino[4,5-c]pyridazin-3-yl)-N5-(4-(4-pyrrolidin-1-ylpiperidinyl)phenyl)-1H-1,2,4-triazole-3,5-diamine N1=NC(=CC2=C1C1=C(SCC2)C=CC=C1)N1N=C(N=C1NC1=CC=C(C=C1)N1CCC(CC1)N1CCCC1)N